(3R)-4-[5,6-dichloro-2-(4-chlorothiazol-5-yl)pyrimidin-4-yl]-3-methyl-piperazine-1-carboxylic acid tert-butyl ester C(C)(C)(C)OC(=O)N1C[C@H](N(CC1)C1=NC(=NC(=C1Cl)Cl)C1=C(N=CS1)Cl)C